C(C)(C)(C)C=1C=C(CBr)C=C(C1)C(C)(C)C 3,5-ditertbutylbenzylbromide